COC1=NC=C(C=N1)C(=O)N(C1=CC(=CC=C1)COC(CCNC)C1=CC=CC=C1)C 2-methoxy-N-methyl-N-(3-((3-(methylamino)-1-phenylpropoxy)methyl)phenyl)pyrimidine-5-carboxamide